2-methoxycyclohexyl 4-(octadecylamino)-4-oxobutanoate C(CCCCCCCCCCCCCCCCC)NC(CCC(=O)OC1C(CCCC1)OC)=O